NC=1N=C(C2=C(N1)CN(C2)C#N)N2CCC(CC2)OC2=CC=CC=C2 2-amino-4-(4-phenoxypiperidin-1-yl)-5,7-dihydro-6H-pyrrolo[3,4-d]pyrimidine-6-carbonitrile